N-[(2S)-1-(4-{[5-(2-methyl-1,3-thiazol-4-yl)thiophen-2-yl]sulfonyl}piperazin-1-yl)propan-2-yl]-8-(trifluoromethyl)quinazolin-4-amine CC=1SC=C(N1)C1=CC=C(S1)S(=O)(=O)N1CCN(CC1)C[C@H](C)NC1=NC=NC2=C(C=CC=C12)C(F)(F)F